FC(C(=O)O)(F)F.C[C@@H]1O[C@@H](CN(C1)CC1=CC=C(/C=C/C2=NNC3=CC(=CC(=C23)OC)\C=C/2\C(NC3=CC=C(C=C23)OC)=O)C=C1)C (E)-3-((3-((E)-4-(((2S,6R)-2,6-dimethylmorpholino)methyl)styryl)-4-methoxy-1H-Indazol-6-yl)methylene)-5-methoxyindol-2-one trifluoroacetate